CC1=NN(C2=NC(=NC=C21)NC=2C(=CC=1N(C2)N=CN1)C)C1CCC(CC1)O (1s,4s)-4-(3-methyl-6-((7-methyl-[1,2,4]triazolo[1,5-a]pyridin-6-yl)amino)-1H-pyrazolo[3,4-d]pyrimidin-1-yl)cyclohexan-1-ol